tert-butyl 2-[({5-[3-(dimethylamino)azetidine-1-carbonyl]-6-methoxy-1,3-benzothiazol-2-yl}methyl)carbamoyl]-5,6-difluoro-2,3-dihydro-1H-indene-2-carboxylate CN(C1CN(C1)C(=O)C=1C(=CC2=C(N=C(S2)CNC(=O)C2(CC3=CC(=C(C=C3C2)F)F)C(=O)OC(C)(C)C)C1)OC)C